N-(1-(dimethylcarbamoyl)-3-(pyridin-2-yl)-1H-pyrazol-4-yl)-2-(1H-pyrazol-4-yl)thiazole-4-carboxamide CN(C(=O)N1N=C(C(=C1)NC(=O)C=1N=C(SC1)C=1C=NNC1)C1=NC=CC=C1)C